[Zr+4].[Si]([O-])([O-])([O-])[O-] silicic acid, zirconium salt